2-(2-(4,4-Dimethyltetrahydrofuran-2-yl)-5-fluorophenyl)-2-((R)-3-(4-(5,6,7,8-tetrahydro-1,8-naphthyridin-2-yl)butoxy)pyrrolidin-1-yl)acetic acid CC1(CC(OC1)C1=C(C=C(C=C1)F)C(C(=O)O)N1C[C@@H](CC1)OCCCCC1=NC=2NCCCC2C=C1)C